C(C)(C)(C)OC(=O)N1C2(CCCC2)C(C(CC1)(F)F)O 9,9-difluoro-10-hydroxy-6-azaspiro[4.5]decane-6-carboxylic acid tert-butyl ester